((3-(3,4-dihydroxyphenyl)propyl)thio)ethyl methacrylate C(C(=C)C)(=O)OCCSCCCC1=CC(=C(C=C1)O)O